ClC1=C2CC(CC2=CC=C1OCC1(CC1)NC(=O)OC(C)(C)C)C(=O)OC Methyl 4-chloro-5-[[1-[(2-methylpropan-2-yl)oxycarbonylamino]cyclopropyl]methoxy]-2,3-dihydro-1H-indene-2-carboxylate